5-chloro-2,4-dimethylpent-3-enoic acid ClCC(=CC(C(=O)O)C)C